(3E,4R)-3-[2-(dimethylamino)ethylidene]-4-methyl-1-{4-[(3-methyl-4-{[1,2,4]triazolo[1,5-a]pyridin-7-yloxy}phenyl)amino]pyrido[3,2-d]pyrimidin-6-yl}pyrrolidin-2-one CN(C\C=C/1\C(N(C[C@@H]1C)C=1C=CC=2N=CN=C(C2N1)NC1=CC(=C(C=C1)OC1=CC=2N(C=C1)N=CN2)C)=O)C